ClC=1C=C(C=CC1C1=NC(=CC=C1)OCC1=C(C=C(C=C1)Cl)F)CC(=O)NC1=C(C=C(C(=O)OC)C=C1)NC[C@H]1COCC1 methyl (S)-4-(2-(3-chloro-4-(6-((4-chloro-2-fluorobenzyl)oxy)pyridin-2-yl)phenyl)acetamido)-3-(((tetrahydrofuran-3-yl)methyl)amino)benzoate